N(N)C=1C=NN(C1)C([2H])([2H])[2H] 4-hydrazino-1-(methyl-d3)-1H-pyrazole